CC(C(=O)O)CCC(=O)O 2-methyl-glutaric acid